tert-butyl (2-chloro-4-(2,5-difluorophenyl)pyridin-3-yl)carbamate ClC1=NC=CC(=C1NC(OC(C)(C)C)=O)C1=C(C=CC(=C1)F)F